The molecule is a L-arginine derivative having two methyl groups both attached to the primary amino moiety of the guanidino group. It has a role as an EC 1.14.13.39 (nitric oxide synthase) inhibitor. It is a non-proteinogenic L-alpha-amino acid, a member of guanidines, a L-arginine derivative and a dimethylarginine. It is a conjugate base of a N(omega),N(omega)-dimethyl-L-argininium(1+). CN(C)C(=NCCC[C@@H](C(=O)O)N)N